hexanoyl hydroperoxide C(CCCCC)(=O)OO